N-(azetidin-3-yl)-6-cyano-2-(2-((6,6-dimethyl-2,4-dioxo-3-azabicyclo[3.1.0]hexan-3-yl)methyl)thieno[3,2-b]pyridin-7-yl)-4-methylnicotinamide hydrochloride Cl.N1CC(C1)NC(C1=C(N=C(C=C1C)C#N)C1=C2C(=NC=C1)C=C(S2)CN2C(C1C(C1C2=O)(C)C)=O)=O